2-[5-[5-[Bis(t-Butoxycarbonyl)amino]-4-cyano-1-isopropyl-pyrazol-3-yl]-2-pyridinyl]propionic acid methyl ester COC(C(C)C1=NC=C(C=C1)C1=NN(C(=C1C#N)N(C(=O)OC(C)(C)C)C(=O)OC(C)(C)C)C(C)C)=O